N-{2-[2-(4-phenylbutyl)-6,7-dihydro-8H-indeno[5,4-d][1,3]oxazol-8-ylidene]ethyl}propanamide (S)-methyl-3-(tert-butoxy)-2-(1H-pyrrolo[2,3-b]pyridin-1-yl)propanoate COC([C@H](COC(C)(C)C)N1C=CC=2C1=NC=CC2)=O.C2(=CC=CC=C2)CCCCC=2OC1=C(N2)C=CC=2CCC(C21)=CCNC(CC)=O